FC(C(=O)N1CC(C1)N1C(N(C2=NC=CC(=C21)C#CC2=NC=CC=C2)C2=CC=C(C=C2)C(F)(F)F)=O)=C 1-[1-(2-fluoroacryloyl)azetidin-3-yl]-7-(pyridin-2-ylethynyl)-3-[4-(trifluoromethyl)phenyl]-2,3-dihydro-1H-imidazo[4,5-b]pyridin-2-one